6-chloro-2-iodo-5-(3-methoxypropoxy)pyridin-3-ol ClC1=C(C=C(C(=N1)I)O)OCCCOC